rel-2-((3R,4S)-4-(((6-(cyclopropyl(4-(trifluoromethyl)benzyl)amino)-5-fluoropyrimidin-4-yl)amino)methyl)-3-hydroxy-3-methylpiperidin-1-yl)acetamide C1(CC1)N(C1=C(C(=NC=N1)NC[C@H]1[C@@](CN(CC1)CC(=O)N)(C)O)F)CC1=CC=C(C=C1)C(F)(F)F |o1:12,13|